N-(3-((1s,3s)-3-(cyanomethyl)-1-(4-methyl-4H-1,2,4-triazol-3-yl)cyclobutyl)phenyl)-3-fluoro-5-(((1-methylcyclopropyl)amino)methyl)pyrazolo[1,5-a]pyridine-7-carboxamide C(#N)CC1CC(C1)(C1=NN=CN1C)C=1C=C(C=CC1)NC(=O)C1=CC(=CC=2N1N=CC2F)CNC2(CC2)C